3,5-di-t-butylsalicylidene-2-mercaptoaniline titanium trichloride [Cl-].[Cl-].[Cl-].[Ti+3].C(C)(C)(C)C1=C(C(C=NC2=C(C=CC=C2)S)=CC(=C1)C(C)(C)C)O